[Br-].N1N=CC2=CC=C3C(=C12)C=CO3 furoindazole bromide